BrC1=C(C(=CC=C1)OCCCl)Cl 1-Bromo-2-chloro-3-(2-chloroethoxy)benzene